C(C1=CC=CC=C1)OC(=O)N[C@@H](C(=O)OCC1=CC=CC=C1)CNC(C1=CC(=CC(=C1)C=1C=NOC1C(C)C)F)=O (R)-benzyl 2-(((benzyloxy)carbonyl)amino)-3-(3-fluoro-5-(5-isopropylisoxazol-4-yl)benzamido)propanoate